3-(1-oxo-5-((2-(3-(pyridazin-4-yl)azetidin-1-yl)cyclohexyl)oxy)isoindolin-2-yl)piperidine-2,6-dione O=C1N(CC2=CC(=CC=C12)OC1C(CCCC1)N1CC(C1)C1=CN=NC=C1)C1C(NC(CC1)=O)=O